N-(3-(1H-imidazol-1-yl)benzyl)-N-(3-methoxybenzyl)-4-methyl-5-(morpholinomethyl)thiazol-2-amine N1(C=NC=C1)C=1C=C(CN(C=2SC(=C(N2)C)CN2CCOCC2)CC2=CC(=CC=C2)OC)C=CC1